9H-fluoren-9-ylmethyl (2-oxoethyl)carbamate O=CCNC(OCC1C2=CC=CC=C2C=2C=CC=CC12)=O